C(C(=C)C)(=O)OCCOCCOC1=CC=C(C=C1)C(C)(C)C1=CC=C(C=C1)OCCOC(C(=C)C)=O 2-[4-(2-methacryloyloxyethoxyeth-oxy)phenyl]-2-[4-(2-methacryloyloxyethoxy)phenyl]propane